C(CCCCCCCCCCCCCCCCCCC)(=O)[O-].[Al+3].C(CCCCCCCCCCCCCCCCCCC)(=O)[O-].C(CCCCCCCCCCCCCCCCCCC)(=O)[O-] aluminum eicosanate